[3,5-bis(trifluoromethyl)phenyl]boron FC(C=1C=C(C=C(C1)C(F)(F)F)[B])(F)F